FC1=CC=C(C=C1)[C@](C)(O)C=1C=NC(=NC1)N1CCNCC1 (S)-1-(4-fluorophenyl)-1-(2-(piperazin-1-yl)pyrimidin-5-yl)ethanol